6-((2-chloro-4-((5-cyclopropyl-3-(2,6-dichlorophenyl)isoxazol-4-yl)methoxy)phenyl)ethynyl)nicotinic acid ClC1=C(C=CC(=C1)OCC=1C(=NOC1C1CC1)C1=C(C=CC=C1Cl)Cl)C#CC1=NC=C(C(=O)O)C=C1